Cl.Cl.CN(C1CNCC1C)C N,N,4-Trimethylpyrrolidin-3-amine dihydrochloride